4-phenyl-5-tert-butylphenyl-1,2,4-Triazole C1(=CC=CC=C1)C1=CC=C(C=C1C(C)(C)C)C1=NNC=N1